FC(OC=1C=C(C(=C(C1)O)C1=CC2=C(N=N1)N(C=C2C)C2CC(C2)(C)O)C)F 5-(difluoromethoxy)-2-[7-(cis-3-hydroxy-3-methylcyclobutyl)-5-methyl-7H-pyrrolo[2,3-c]pyridazin-3-yl]-3-methylphenol